CC1(CC1)C1=NN=C(O1)C(=O)N1[C@@H](C2=C(CC1)NC=N2)C2=NN1C(C(=CC=C1)C)=C2 (S)-(5-(1-methylcyclopropyl)-1,3,4-oxadiazol-2-yl)(4-(4-methylpyrazolo[1,5-a]pyridin-2-yl)-6,7-dihydro-1H-imidazo[4,5-c]pyridin-5(4H)-yl)methanone